(S)-6-((1-benzyl-pyrrolidin-3-yl)(methyl)amino)-5-chloro-N-(thiazol-4-yl)pyridine-3-sulfonamide C(C1=CC=CC=C1)N1C[C@H](CC1)N(C1=C(C=C(C=N1)S(=O)(=O)NC=1N=CSC1)Cl)C